COC(C1=C(N=CC=C1C1=C(C=CC=C1)F)N1CCCC1)=O 4-(2-fluorophenyl)-2-(pyrrolidin-1-yl)nicotinic acid methyl ester